ClC=1C=C2C(=CC1)NC(C21CCN(CC1)CCOC=1C=NC=2N(C(CCC2C1)=O)C)=O 5-chloro-1'-{2-[(8-methyl-7-oxo-5,6,7,8-tetrahydro-1,8-naphthyridin-3-yl)oxy]ethyl}-1,2-dihydrospiro[indole-3,4'-piperidin]-2-one